7-(diethylamino)-4-hydroxy-2H-chromen-2-one C(C)N(C1=CC=C2C(=CC(OC2=C1)=O)O)CC